N,N'-((propane-2,2-diylbis(sulfanediyl))bis(ethane-2,1-diyl))diacrylamide CC(C)(SCCNC(C=C)=O)SCCNC(C=C)=O